C1(CCCCC1)CCC 3-cyclohexyl-propane